bis[[(α,α-dimethyl-3,5-dimethoxybenzyl)oxy]carbonyl]diaminodiphenylmethane CC(C1=CC(=CC(=C1)OC)OC)(C)OC(=O)C=1C(=C(C=CC1)C(C1=CC=CC=C1)(N)N)C(=O)OC(C1=CC(=CC(=C1)OC)OC)(C)C